BrC1=CN(C=2N=CN=C(C21)NCC2=C(C=C(C=C2)OC)OC)[C@H]2C[C@@H]([C@H](C2)C(=O)NC2CCN(CC2)C)O[Si](C2=CC=CC=C2)(C2=CC=CC=C2)C(C)(C)C (1S,2S,4R)-4-(5-Bromo-4-{[(2,4-dimethoxyphenyl)methyl]amino}-7H-pyrrolo[2,3-d]pyrimidin-7-yl)-2-[(tert-butyldiphenylsilyl)oxy]-N-(1-methylpiperidin-4-yl)cyclopentane-1-carboxamide